ClC1=NC=C(C(=N1)C1=CN(C2=CC=CC=C12)C1CC1)C#N 2-chloro-4-(1-cyclopropyl-1H-indol-3-yl)pyrimidine-5-carbonitrile